3-fluoro-N-(6-(1-methyl-1H-pyrazol-4-yl)isoquinolin-3-yl)-1-(oxetan-3-yl)azetidine-3-carboxamide FC1(CN(C1)C1COC1)C(=O)NC=1N=CC2=CC=C(C=C2C1)C=1C=NN(C1)C